ClC1=CC(=C(OCC2=CC=CC(=N2)OC2CCN(CC2)CC2=NC3=C(N2C[C@H]2OCC2)C=C(C=C3F)C(=O)O)C=C1)F (S)-2-((4-((6-((4-chloro-2-fluorophenoxy)methyl)pyridin-2-yl)oxy)piperidin-1-yl)methyl)-4-fluoro-1-(oxetan-2-ylmethyl)-1H-benzo[d]imidazole-6-carboxylic acid